(R)-1-(1-carbamoylazetidin-3-yl)-N-(5-(5-ethyl-1,2,4-oxadiazol-3-yl)-2,3-dihydro-1H-inden-1-yl)-1H-pyrazole-4-carboxamide C(N)(=O)N1CC(C1)N1N=CC(=C1)C(=O)N[C@@H]1CCC2=CC(=CC=C12)C1=NOC(=N1)CC